N-((1S,3R,4R)-4-hydroxy-3-methylcyclohexyl)-2-methylpropane-2-sulfinamide O[C@H]1[C@@H](C[C@H](CC1)NS(=O)C(C)(C)C)C